C(C=C)(=O)N1C[C@@H](N(CC1)C=1C2=C(N(C(N1)=O)C=1C(=NC=CC1C)C(C)C)N=C(C(=C2)Cl)C2=C1C=NNC1=CC=C2C)C (M)-4-((S)-4-acryloyl-2-methylpiperazin-1-yl)-6-chloro-1-(2-isopropyl-4-methylpyridin-3-yl)-7-(5-methyl-1H-indazol-4-yl)pyrido[2,3-d]pyrimidin-2(1H)-one